IC1=C(C2=C(S1)C(=CC=C2)[N+](=O)[O-])CC(F)(F)F 2-iodo-7-nitro-3-(2,2,2-trifluoroethyl)benzo[b]thiophene